methyl 2-butynoate C(C#CC)(=O)OC